4-methoxy-5-(piperidin-3-yl)-1H-indazole-7-carboxamide COC1=C2C=NNC2=C(C=C1C1CNCCC1)C(=O)N